(3R,4R)-1-cyclobutyl-4-{[5-(2,4-difluoro-phenyl)-isoxazole-3-carbonyl]-amino}-piperidine-3-carboxylic acid C1(CCC1)N1C[C@H]([C@@H](CC1)NC(=O)C1=NOC(=C1)C1=C(C=C(C=C1)F)F)C(=O)O